[NH4+].NC=1C=C2C=C(C(=C(C2=CC1)F)N1CC(NS1(=O)=O)=O)O 5-(6-amino-1-fluoro-3-hydroxynaphthalen-2-yl)-1,2,5-thiadiazolidin-3-one 1,1-dioxide, ammonium salt